FC1(OC2=C(O1)C=CC(=C2)C2(CC2)C(=O)NC=2C=C1C=C(N(C1=CC2F)C[C@H](CO)O)C(CO)(C)C)F (R)-1-(2,2-difluorobenzo[d][1,3]dioxol-5-yl)-N-(1-(2,3-dihydroxypropyl)-6-fluoro-2-(1-hydroxy-2-methylpropan-2-yl)-indol-5-yl)cyclopropanecarboxamide